5-(2-fluoro-6-hydroxy-3-(pyrrolidin-3-ylethynyl)phenyl)-1,2,5-thiadiazolidin-3-one 1,1-dioxide FC1=C(C(=CC=C1C#CC1CNCC1)O)N1CC(NS1(=O)=O)=O